ethyl 1-(2-methoxy-4-(methoxycarbonyl) benzyl)-4-nitro-1H-pyrazole-5-carboxylate COC1=C(CN2N=CC(=C2C(=O)OCC)[N+](=O)[O-])C=CC(=C1)C(=O)OC